C(C)(C)(C)OC(N[C@@H](CN1N=NC=C1)C)=O (R)-(1-(1H-1,2,3-triazol-1-yl)propan-2-yl)carbamic acid tert-butyl ester